ClC1=C(C(=NC(=N1)OCC1(CC1)CN1CCOCC1)N(C)[C@H](C)C=1C(=NC=CC1)NCC1=CC=C(C=C1)OC)F 6-chloro-5-fluoro-N-[(1R)-1-[2-[(4-methoxyphenyl)methylamino]-3-pyridyl]ethyl]-N-methyl-2-[[1-(morpholinomethyl)cyclopropyl]methoxy]pyrimidin-4-amine